CC1=CC=C(C=C1)S(=O)(=O)OCCOCCOCCOCCOCCOCCOCCOCCOCCN(C(=O)OC(C)(C)C)C(=O)OC(C)(C)C 2-[[2-[2-[2-[2-[2-[2-[2-[bis(tert-butoxycarbonyl)amino]ethoxy]ethoxy]ethoxy]ethoxy]ethoxy]ethoxy]ethoxy]ethoxy]ethyl 4-methylbenzenesulfonate